C(C=C)C1CCN(CC1)C1=C(C=2CCC(C2C(=C1)Br)=O)C(=O)NC1=NC(=NC(=C1)OC)N1CC(C(CC1)(F)F)C=C 5-(4-allylpiperidin-1-yl)-7-bromo-N-(2-(4,4-difluoro-3-vinylpiperidin-1-yl)-6-methoxypyrimidin-4-yl)-1-oxo-2,3-dihydro-1H-indene-4-carboxamide